S-isopropylisothiourea hydrogen iodide I.C(C)(C)SC(N)=N